C[C@@H]1N(C2=CC=CC=C2[C@@H](C1)NC1=CC=C(C=C1)NC(N)=O)C(CC)=O 3-(4-(((2S,4R)-2-methyl-1-propionyl-1,2,3,4-tetrahydroquinolin-4-yl)amino)phenyl)urea